S(=O)(=O)(O)C1=C(C=CC=C1)N1C(C=CC1=O)=O N-(sulfophenyl)maleimide